4-(7-(4-fluorobenzoyl)-8-Methyl-3-(3-methyl-1,2,4-thiadiazol-5-yl)-5,6,7,8-tetrahydroimidazo[1,5-a]pyrazine-1-yl)benzonitrile FC1=CC=C(C(=O)N2C(C=3N(CC2)C(=NC3C3=CC=C(C#N)C=C3)C3=NC(=NS3)C)C)C=C1